ClC1=CC=C(C(=N1)C(=O)NS(=O)(=O)C)N[C@H](C)C=1C=C(C=C2C(N(C(=NC12)N1[C@H]2CC(C[C@@H]1CC2)C=2C=NN(C2)C)C)=O)C 6-chloro-3-(((R)-1-(3,6-dimethyl-2-((1R,3R,5S)-3-(1-methyl-1H-pyrazol-4-yl)-8-azabicyclo[3.2.1]octan-8-yl)-4-oxo-3,4-dihydroquinazolin-8-yl)ethyl)amino)-N-(methylsulfonyl)picolinamide